N-[(1S)-1-(dicyclopropylmethyl)-2-[4-(3,5-dimethyl-1H-pyrazol-4-yl)anilino]-2-oxo-ethyl]-3-ethyl-triazole-4-carboxamide C1(CC1)C([C@@H](C(=O)NC1=CC=C(C=C1)C=1C(=NNC1C)C)NC(=O)C=1N(N=NC1)CC)C1CC1